triethylamine styrenesulfonate C(=CC1=CC=CC=C1)S(=O)(=O)O.C(C)N(CC)CC